4,5-difluoro-2-nitro-benzaldehyde FC1=CC(=C(C=O)C=C1F)[N+](=O)[O-]